(2S)-1-(3-(3-chloro-6,6a,7,8,9,10-hexahydropyrazino[1,2-d]pyrido[3,2-b][1,4]oxazine-8-carbonyl)phenoxy)propan ClC1=CC=2OCC3N(C2N=C1)CCN(C3)C(=O)C=3C=C(OCCC)C=CC3